C(CCCCCC(C)C)OC(C=C)=O.ClC1=CC(=C(C=C1)NC(CN1CCN(CC1)C1=C(C=CC=C1)Cl)=O)OC N-(4-Chloro-2-methoxyphenyl)-2-(4-(2-chlorophenyl)piperazine-1-yl)acetamide isononyl-acrylate